N-(2-aminoethyl)-N-methylacetamide hydrochloride Cl.NCCN(C(C)=O)C